C(C)(C)(C)OC(=O)C1=CC=C(C=C1)C(C(C(=O)N[C@H](C(=O)N(C)[C@H](/C=C(/C(=O)O)\C)C(C)C)C(C)(C)C)NC)(C)C (4S,E)-4-((2S)-2-(3-(4-(tert-Butoxycarbonyl)phenyl)-3-methyl-2-(methylamino)butanamido)-N,3,3-trimethylbutanamido)-2,5-dimethylhex-2-enoic acid